3-bromo-2-fluoro-4-methoxypyridine BrC=1C(=NC=CC1OC)F